2-bromodispiro[indene-1,1'-cyclohexane-3',2''-[1,3]dioxolane] BrC1=CC2=CC=CC=C2C12CC1(OCCO1)CCC2